NCCCOCCCN(C)CC1CCC(CC1)C#CC1=CN=C(C2=CC(=C(C=C12)C(=O)N)OC)OC[C@H]1NC([C@H]([C@H]1CC)F)=O 4-[2-[4-[[3-(3-Aminopropoxy)propyl-methyl-amino]methyl]cyclohexyl]ethynyl]-1-[[(2S,3S,4S)-3-ethyl-4-fluoro-5-oxo-pyrrolidin-2-yl]methoxy]-7-methoxy-isoquinoline-6-carboxamide